C1=C(C=CC2=CC=CC=C12)C=1C2=CC=CC=C2C(=C2C=CC=CC12)C1=CC2=CC=CC=C2C=C1 9,10-Bis(2-naphthyl)Anthracene